IC1=CC=C2N1N=CC(=C2)NC(=O)OC(C)(C)C tert-butyl 7-iodopyrrolo[1,2-b]pyridazine-3-carbamate